C(CC=C)N1N=C(C(=C1)C1=NC(=NC=C1Cl)N)Cl (1-(but-3-enyl)-3-chloro-1H-pyrazol-4-yl)-5-chloropyrimidin-2-amine